C(C(=C)C)(=O)C(C(C=NO)=O)C 3-methacryloyl-oximino-2-butanone